ClC1=C(C(=O)NC(=O)NC2=CC(=CC=C2)Cl)C(=CC=C1)Cl N-(2,6-dichlorobenzoyl)-N'-(3-chlorophenyl)urea